(E)-4-benzylidene-5-methyl-2-(p-tolyl)-2,4-dihydro-3H-pyrazol-3-one C(/C1=CC=CC=C1)=C/1\C(N(N=C1C)C1=CC=C(C=C1)C)=O